2-(4-(((3-(2-chloro-6-fluorophenyl)-5-cyclopropylisoxazol-4-yl)methoxy)methyl)-4-fluoropiperidin-1-yl)benzo[d]thiazole-6-carboxylic acid ClC1=C(C(=CC=C1)F)C1=NOC(=C1COCC1(CCN(CC1)C=1SC2=C(N1)C=CC(=C2)C(=O)O)F)C2CC2